5-bromo-2,3-dihydro-1h-pyrrolo[2,3-b]pyridine BrC=1C=C2C(=NC1)NCC2